N-(3-(1H-imidazol-1-yl)benzyl)-N-(3-methoxybenzyl)-2-(piperidin-1-ylmethyl)pyridin-4-amine N1(C=NC=C1)C=1C=C(CN(C2=CC(=NC=C2)CN2CCCCC2)CC2=CC(=CC=C2)OC)C=CC1